(6-bromo-7-fluoro-2-((4-methoxyphenyl)amino)quinolin-3-yl)methanol BrC=1C=C2C=C(C(=NC2=CC1F)NC1=CC=C(C=C1)OC)CO